C1CC12CCN(CC2)C2=NC(=CC=C2C(=O)NC2=NC(=CC=C2)N2C[C@@H](CCC2)O)CS(=O)(=O)C 2-(6-azaspiro[2.5]octan-6-yl)-N-(6-((3R)-3-hydroxy-1-piperidinyl)-2-pyridinyl)-6-((methylsulfonyl)methyl)-3-pyridinecarboxamide